lithium phenyl-2,4,6-trimethyl-benzoylphosphinate C1(=CC=CC=C1)P([O-])(=O)C(C1=C(C=C(C=C1C)C)C)=O.[Li+]